O1C=NC2=C1C=C(C=C2)NC(=O)NC2=CC(=CC=C2)Cl 1-(benzo[d]oxazol-6-yl)-3-(3-chlorophenyl)urea